[1,3]Oxazin-3-amine O1CN(CC=C1)N